2-((4-(6-((4-cyano-2-fluorobenzyl)oxy)pyridin-2-yl)piperidin-1-yl)methyl)-4,5-difluoro-1-(2-methoxyethyl)-1H-benzo[d]imidazole-6-carboxylic acid C(#N)C1=CC(=C(COC2=CC=CC(=N2)C2CCN(CC2)CC2=NC3=C(N2CCOC)C=C(C(=C3F)F)C(=O)O)C=C1)F